2-acetamido-5-(butylamino)-N-(4,5-dimethylthiazol-2-yl)benzamide C(C)(=O)NC1=C(C(=O)NC=2SC(=C(N2)C)C)C=C(C=C1)NCCCC